(2R)-2-(3,5-dimethoxyphenyl)-2-methoxy-N-[5-[[(3R)-1-pyridazin-3-ylpyrrolidin-3-yl]amino]-1,3,4-thiadiazol-2-yl]acetamide COC=1C=C(C=C(C1)OC)[C@H](C(=O)NC=1SC(=NN1)N[C@H]1CN(CC1)C=1N=NC=CC1)OC